FC(C(C)C(C(=O)OCC(C)(C)C)(CC(=O)OCC(C)(C)C)C)(F)F dineopentyl 2-(1-trifluoromethylethyl)-2-methylsuccinate